COC(C(CCC(C)(C)C)NC(=O)C=1C=CC=NC1)=O 5-((1-methoxy-5,5-dimethyl-1-oxohexan-2-yl)carbamoyl)pyridin